(3R,6S)-3,6-bis[[4-(3-sulfanylpropoxy)phenyl]methyl]-1,4-bis(3-sulfanylpropyl)piperazine-2,5-dione SCCCOC1=CC=C(C=C1)C[C@@H]1C(N([C@H](C(N1CCCS)=O)CC1=CC=C(C=C1)OCCCS)CCCS)=O